C1(CC1)COC=1C(=CC2=CN(N=C2C1)C1CCC(CC1)N(C1CCNCC1)C)NC(=O)C=1C=NN2C1N=CC=C2 N-(6-(cyclopropylmethoxy)-2-((1r,4r)-4-(methyl(piperidin-4-yl)amino)cyclohexyl)-2H-indazol-5-yl)pyrazolo[1,5-a]pyrimidine-3-carboxamide